(3R)-1-(pyridazin-3-yl)pyrrolidin-3-ol N1=NC(=CC=C1)N1C[C@@H](CC1)O